3-cyclopentylpiperidine C1(CCCC1)C1CNCCC1